(4-imidazol-1-yl-benzyl)-amine N1(C=NC=C1)C1=CC=C(CN)C=C1